FC=1C=C(C=CC1N)C1=CC=C(C=C1)F 3,4'-difluoro-[1,1'-biphenyl]-4-amine